4-[5-(cyclopropylcarbamoyl)-2-methylanilino]-5-methyl-N-propylpyrrolo[2,1-f][1,2,4]triazine C1(CC1)NC(=O)C=1C=CC(=C(NC2=NCN(N3C2=C(C=C3)C)CCC)C1)C